2-Hydroxy-3-phenoxypropylmethacrylat OC(COC(C(=C)C)=O)COC1=CC=CC=C1